tert-butyl 3-(9-acetyl-4,7-dimethyl-5-oxo-4,5-dihydro-3H-pyrazolo[3,4-c]isoquinolin-3-yl)azetidine-1-carboxylate C(C)(=O)C=1C=2C3=C(N(C(C2C=C(C1)C)=O)C)N(N=C3)C3CN(C3)C(=O)OC(C)(C)C